ClC1=CC(=C(C=C1)C1=NN=C(S1)N([C@H]1[C@H]([C@@H]2CC[C@H](C1)N2C(=O)OC(C)(C)C)F)C2CC2)OCOC |r| Racemic-tert-butyl (1S,2S,3R,5R)-3-((5-(4-chloro-2-(methoxymethoxy)phenyl)-1,3,4-thiadiazol-2-yl)(cyclopropyl)amino)-2-fluoro-8-azabicyclo[3.2.1]octane-8-carboxylate